2,3-dihydroxypropane sodium [Na].OC(C)CO